2-({6-[(1,3-benzothiazol-2-yl)amino]-5-methylpyridazin-3-yl}(3-methoxypropyl)amino)-5-(3-{4-[3-(dimethylamino)prop-1-yn-1-yl]-2-fluorophenoxy}propyl)-1,3-thiazole-4-carboxylic acid S1C(=NC2=C1C=CC=C2)NC2=C(C=C(N=N2)N(C=2SC(=C(N2)C(=O)O)CCCOC2=C(C=C(C=C2)C#CCN(C)C)F)CCCOC)C